ClC=1C=C(C=CC1)CS(=O)(=O)[O-] 3-chlorophenylmethane-sulfonate